C(CCC)OC(C=CN1N=C2C=C(C=CC2=C1)C1=C(C=CC=C1)C)=O 3-(6-(o-tolyl)-2H-indazol-2-yl)acrylic acid butyl ester